(4-cyclopropyl-6-(difluoromethoxy)pyrimidin-5-yl)-4-(4-(1-methyl-4-(trifluoromethyl)-1H-imidazol-2-yl)benzyl)-4,5-dihydropyrrole C1(CC1)C1=NC=NC(=C1C=1NCC(C1)CC1=CC=C(C=C1)C=1N(C=C(N1)C(F)(F)F)C)OC(F)F